N'-(1,1,1-trifluoropropan-2-ylidene)benzohydrazide FC(C(C)=NNC(C1=CC=CC=C1)=O)(F)F